1,3-dihydroxypropane-2-ylpalmitate OCC(CO)OC(CCCCCCCCCCCCCCC)=O